O(C1=CC=CC=C1)C(O)OC1=CC=CC=C1 diphenoxymethanol